FC(CCC1=NN=C(S1)C(=O)NCC1=NC=CC(=C1)C(F)(F)F)CN1N=NC(=C1)C(NCCC(F)(F)F)=O 5-(3-fluoro-4-{4-[(3,3,3-trifluoropropyl)carbamoyl]-1H-1,2,3-triazol-1-yl}butyl)-N-{[4-(trifluoromethyl)pyridin-2-yl]methyl}-1,3,4-thiadiazole-2-carboxamide